1-((3-methyloxetan-3-yl) methyl)-1H-benzo[d]imidazole-6-carboxylate CC1(COC1)CN1C=NC2=C1C=C(C=C2)C(=O)[O-]